FC1=CC=C(C=C1)C([C@H]1CNCCC1)C1=CC=C(C=C1)F |o1:8| (S)- or (R)-3-(bis(4-fluorophenyl)methyl)piperidine